trans-5-[4-[5-(methoxymethyl)-4-(4-methylphenyl)-1,2,4-triazol-3-yl]cyclohexyl]oxy-2-methylpyridine samarium-zirconium [Zr].[Sm].COCC=1N(C(=NN1)[C@@H]1CC[C@H](CC1)OC=1C=CC(=NC1)C)C1=CC=C(C=C1)C